N1=C(C=CC(=C1)C1N(C)CCC1)[2H] nicotine-d